(1,1'-bis(diphenylphosphino)ferrocene) dichloride [Cl-].[Cl-].C1(=CC=CC=C1)P([C-]1C=CC=C1)C1=CC=CC=C1.[C-]1(C=CC=C1)P(C1=CC=CC=C1)C1=CC=CC=C1.[Fe+2]